C(C1=CC=CC=C1)(=O)O.C1(=CC=CC=C1)C=1N(C(=CC1)C1=CC=CC=C1)[Na] (2,5-diphenyl-1H-pyrrol-1-yl)-sodium benzoate